CN1CCN(CC1)C1=CC(=C(C=C1)C)[N+](=O)[O-] 1-methyl-4-(4-methyl-3-nitrophenyl)piperazine